1-propyl-di-(1-hexyl)phosphine C(CC)P(CCCCCC)CCCCCC